ClC=1C(=NC(=NC1)NC1=C(C=C(C(=C1)Cl)N1CCC(CC1)N1CCN(CC1)C)OC)NC=1C(=CC2=C(CCO2)C1)NS(=O)(=O)C N-(5-((5-chloro-2-((5-chloro-2-methoxy-4-(4-(4-methylpiperazin-1-yl)piperidine-1-yl)phenyl)amino)pyrimidin-4-yl)amino)-2,3-dihydrobenzofuran-6-yl)methanesulfonamide